methyl(9H-fluoren-9-yl)methyl (R)-(4-((2-aminophenyl)amino)-4-oxobutan-2-yl)carbamate NC1=C(C=CC=C1)NC(C[C@@H](C)NC(OC(C1C2=CC=CC=C2C=2C=CC=CC12)C)=O)=O